N1=NN(C2=NC=CC=C21)C2=CC(=C(C(=O)N([C@H]1CNCCC1)C=1N=CC=C3C1N(C=C3)C)C=C2)F (R)-4-(3H-[1,2,3]triazolo[4,5-b]pyridin-3-yl)-2-fluoro-N-(1-methyl-1H-pyrrolo[2,3-c]pyridin-7-yl)-N-(piperidin-3-yl)benzamide